(S)-(gamma-thio-valerolactone) C1(CC[C@H](C)O1)=S